COC=1C=C2C(=CC=NC2=CC1OC)OC1=C(C=CC=C1)C1=CC=C(C=C1)NC(=O)C1(CC1)C(=O)N 4-((6,7-dimethoxyquinolin-4-yloxy)phenyl)-N-phenyl-cyclopropane-1,1-dicarboxamide